FC1=C(CN2C([C@]3(CC(=NO3)C=3SC=CC3C)CCC2)=O)C=CC=C1F |r| Racemic-7-(2,3-Difluorobenzyl)-3-(3-methyl-2-thienyl)-1-oxa-2,7-diazaspiro[4.5]-dec-2-en-6-one